5-[7-(1-methyl-3-piperidyl)furo[3,2-c]pyridazin-3-yl]benzofuran-4-ol CN1CC(CCC1)C1=COC2=C1N=NC(=C2)C2=CC=C1C(C=CO1)=C2O